pyrrolo[3',2':5,6]pyrido[3,2-e][1,4]oxazin N=1C=COC=2C1C=C1C(N2)=NC=C1